N-(t-butyloxycarbonyl)methyl-N-t-butyloxycarbonyl-D-leucine benzyl ester C(C1=CC=CC=C1)OC([C@H](N(C(=O)OC(C)(C)C)CC(=O)OC(C)(C)C)CC(C)C)=O